(2R,3R,4S,5R,6R)-2-(acetoxymethyl)-6-(2-azidoethoxy)tetrahydro-2H-pyran-3,4,5-triyl triacetate C(C)(=O)O[C@@H]1[C@H](O[C@H]([C@@H]([C@H]1OC(C)=O)OC(C)=O)OCCN=[N+]=[N-])COC(C)=O